5-(2,6-difluorophenyl)-6-methyl-2,4(1H,3H)-pyrimidinedione FC1=C(C(=CC=C1)F)C=1C(NC(NC1C)=O)=O